C(C1=CC=CC=C1)OC(=O)N1CCN(CC1)CC1(CNC1)O 4-[(3-Hydroxy-azetidin-3-yl)methyl]piperazine-1-carboxylic acid benzyl ester